C1(CC1)NC(C1=C(C=C(C=C1OC)C1=CN=C2N1C=CC(=C2)OCC2(CC2)C)OC(F)F)=O N-cyclopropyl-2-(difluoromethoxy)-6-methoxy-4-[7-[(1-methylcyclopropyl)methoxy]imidazo[1,2-a]pyridin-3-yl]benzamide